FC(CC(C)NC1=NNC2=NC=CC(=C21)OC2=C(C=C(C=C2)NC(=O)C=2C(N(C(N(C2)C(C)C)=O)C2=CC=C(C=C2)F)=O)F)F N-(4-((3-((4,4-difluoro-butan-2-yl)amino)-1H-pyrazolo[3,4-b]pyridin-4-yl)oxy)-3-fluoro-phenyl)-3-(4-fluoro-phenyl)-1-isopropyl-2,4-dioxo-1,2,3,4-tetra-hydropyrimidine-5-carboxamide